3-methyl-1-butylpyridine CC=1CN(C=CC1)CCCC